C(C)(C)(C)N1N=C(C(=C1C(C)C)O)CC 1-tert-Butyl-3-ethyl-4-hydroxy-5-isopropyl-pyrazol